4,6-tricosadiynol C(CCC#CC#CCCCCCCCCCCCCCCCC)O